C1(CCC1)C[C@H](C(=O)N1CC(C(CC1)(O)CN1C=C(C(=CC1=O)C1=CC=CC=C1)C(=O)N(C)C)(C)C)C 1-((1-((R)-3-cyclobutyl-2-methylpropanoyl)-4-hydroxy-3,3-dimethylpiperidin-4-yl)methyl)-N,N-dimethyl-6-oxo-4-phenyl-1,6-dihydropyridine-3-carboxamide